2-fluoro-N-((2R)-1-(4-(4-methoxyphenyl)-2-methyl-2,8-diazaspiro-[4.5]decan-8-yl)-3-methyl-1-oxobutan-2-yl)-5-methylbenzamide FC1=C(C(=O)N[C@@H](C(=O)N2CCC3(C(CN(C3)C)C3=CC=C(C=C3)OC)CC2)C(C)C)C=C(C=C1)C